C(C(C)C)NC(=O)C=1C(NC(N([C@H]2C[C@H](O)[C@@H](CO)O2)C1)=O)=O 5-isobutylaminocarbonyl-2'-deoxyuridine